3-difluoromethyl-1-methyl-1H-pyrazole-4-carboxylic acid [2-(2,3,4-trifluorophenyl)-1-methyl-ethyl]-methoxy-amide FC1=C(C=CC(=C1F)F)CC(C)N(C(=O)C=1C(=NN(C1)C)C(F)F)OC